C(CCCCCCC)SCC1=C(C(=CC(=C1)CSCCCCCCCC)CC)O 2,4-dioctylthiomethyl-6-ethyl-phenol